N-tert.-Butyl-4-[[2-[2-hydroxy-4-(trifluoromethyl)phenyl]acetyl]amino]pyridin C(C)(C)(C)N1CC=C(C=C1)NC(CC1=C(C=C(C=C1)C(F)(F)F)O)=O